C1(=CC=C(C=C1)P(C1=C(C=2CCCCC2C=C1)C1=C(C=CC=2CCCCC12)P(C1=CC=C(C=C1)C)C1=CC=C(C=C1)C)C1=CC=C(C=C1)C)C 2,2'-bis(di-p-tolylphosphino)-5,5',6,6',7,7',8,8'-octahydro-1,1'-binaphthyl